tributyl(thiazole-2-yl)stannane C(CCC)[Sn](C=1SC=CN1)(CCCC)CCCC